(rac)-6-(8-((1-(ethylsulfonyl)azetidin-3-yl)oxy)-5,6,7,8-tetrahydroisoquinolin-4-yl)-1-methyl-3,4-dihydroquinolin-2(1H)-one C(C)S(=O)(=O)N1CC(C1)O[C@@H]1CCCC=2C(=CN=CC12)C=1C=C2CCC(N(C2=CC1)C)=O |r|